COC(CCCCCCCCCCCCCCCO)=O 16-Hydroxyhexadecanoic acid methyl ester